3-(4-oxopiperidin-1-yl)-3-(4-(trifluoromethoxy)phenyl)-7-(trifluoromethyl)indolin-2-one O=C1CCN(CC1)C1(C(NC2=C(C=CC=C12)C(F)(F)F)=O)C1=CC=C(C=C1)OC(F)(F)F